1-(2-(1-acetylpiperidin-4-yl)ethyl)-4-chloro-N-(3-methyl-5-(phenylethynyl)pyridin-2-yl)-1H-pyrazole-5-carboxamide C(C)(=O)N1CCC(CC1)CCN1N=CC(=C1C(=O)NC1=NC=C(C=C1C)C#CC1=CC=CC=C1)Cl